C1(CCCCC1)(C1=CC=C(C=C1)OCC(=O)O)C1=CC=C(C=C1)OCC(=O)O 2'-((cyclohexane-1,1-diylbis(4,1-phenylene))bis(oxy))diacetic acid